4-((1s,4r)-4-propylcyclohexyl)phenol CCCC1CCC(CC1)C2=CC=C(C=C2)O